bis(2-methyl-2-propanyl)(2',4',6'-triisopropyl-2-biphenylyl)phosphine CC(C)(C)P(C1=C(C=CC=C1)C1=C(C=C(C=C1C(C)C)C(C)C)C(C)C)C(C)(C)C